FC1=CC=C2C(=CNC2=C1)C(C)C 6-fluoro-3-isopropyl-1H-indole